6-chloro-2-(1-((4-methoxyphenyl)sulfonyl)-2-methylpyrrolidin-2-yl)benzo[d]thiazole ClC1=CC2=C(N=C(S2)C2(N(CCC2)S(=O)(=O)C2=CC=C(C=C2)OC)C)C=C1